6-methoxy-7-methyl-quinazoline-2,4-diol COC=1C=C2C(=NC(=NC2=CC1C)O)O